OC1=CC=C(C=C1)P(C1=C(C=C(C(=C1)C)C)C)(C1=CC=C(C=C1)O)=O bis(4-hydroxyphenyl)(2,4,5-trimethylphenyl)phosphine oxide